FC([C@H]1N(C(OC12COC2)=C=O)C=2N=C1N(CCOC3=C1C=CC(=C3)N[C@H](C(=O)N)C)C2)F (S)-2-((2-((S)-8-(difluoromethyl)-6-carbonyl-2,5-dioxa-7-azaspiro[3.4]oct-7-yl)-5,6-dihydrobenzo[f]imidazo[1,2-d][1,4]oxazepin-9-yl)amino)propanamide